4-((5-(difluoro(methoxy)methyl)pyridin-2-yl)amino)-N-methyl-3-(1-methyl-1H-imidazol-4-yl)Benzenesulfonamide FC(C=1C=CC(=NC1)NC1=C(C=C(C=C1)S(=O)(=O)NC)C=1N=CN(C1)C)(OC)F